1-benzyl-4-iodo-1H-1,2,3-triazole C(C1=CC=CC=C1)N1N=NC(=C1)I